(5S)-2-{[3-Fluoro-2-(trifluoromethyl)pyridin-4-yl]methyl}-3-oxo-2,5,6,7-tetrahydro-3H-pyrrolo[2,1-c][1,2,4]triazol FC=1C(=NC=CC1CN1N=C2N(C1=O)CCC2)C(F)(F)F